FC(C=1C=C(C(=O)Cl)C=C(C1)C(F)(F)F)(F)F 3,5-ditrifluoromethyl-benzoyl chloride